2,2'-METHYLENEBIS-4-AMINOPHENOL HCl C1=CC(=C(C=C1N)CC2=C(C=CC(=C2)N)O)O.Cl.Cl